3',4',5,7-Tetrahydroxyflavone OC=1C=C(C=2OC3=CC(=CC(=C3C(C2)=O)O)O)C=CC1O